1-(1-(6-Cyclopropylpyridin-3-Yl)Ethyl)-3,6-Dimethyl-1H-Pyrazolo[3,4-d]pyrimidin-4(5H)-One C1(CC1)C1=CC=C(C=N1)C(C)N1N=C(C2=C1N=C(NC2=O)C)C